6-(2-methoxyphenyl)-2-phenylpyrimidine-4-carboxylic acid ethyl ester C(C)OC(=O)C1=NC(=NC(=C1)C1=C(C=CC=C1)OC)C1=CC=CC=C1